(2,5-Dioxo-3-prop-2-ynylimidazolidin-1-yl)methyl-2,2-dimethyl-3-(2-methylprop-1-enyl)cyclopropan-1-carboxylat O=C1N(C(CN1CC#C)=O)COC(=O)C1C(C1C=C(C)C)(C)C